2,2-dimethyl-5-(3-(4-methoxyphenyl)-2-propenylidene)-1,3-Dioxane-4,6-dione CC1(OC(C(C(O1)=O)=CC=CC1=CC=C(C=C1)OC)=O)C